1,2,4-oxadiazole-3-carboxylic acid methyl ester 4-trifluoromethoxybenzoate FC(OC1=CC=C(C(=O)O)C=C1)(F)F.COC(=O)C1=NOC=N1